(S)-methyl 3-(N-(5-cyano-2-(3-hydroxypiperidin-1-yl) phenyl) sulfamoyl)-4-ethylbenzoate C(#N)C=1C=CC(=C(C1)NS(=O)(=O)C=1C=C(C(=O)OC)C=CC1CC)N1C[C@H](CCC1)O